2-[6-amino-5-[4-[(1R,5S)-3-oxa-7,9-diazabicyclo[3.3.1]nonan-7-yl]pyrazol-1-yl]pyridazin-3-yl]phenol NC1=C(C=C(N=N1)C1=C(C=CC=C1)O)N1N=CC(=C1)N1C[C@H]2COC[C@@H](C1)N2